C1(CC1)NC(NCC1=CC=C(OC2CN(C2)C=2C(=C(C(=O)OC)C=CC2)N2C=CC=C2)C=C1)=O Methyl 3-(3-(4-((3-cyclopropylureido)methyl)phenoxy) azetidin-1-yl)-2-(1H-pyrrol-1-yl)benzoate